3-propyl-Citronellal CCCC\C(\C)=C/CCC(C)CC=O